CC(C[C@H]1[C@@H](C[C@H]2N(CCC3=CC(=C(C=C23)OC)OCCOC)C1)O)(C)C (2R,3R,11bR)-3-(2,2-dimethylpropyl)-10-methoxy-9-(2-methoxyethoxy)-1H,2H,3H,4H,6H,7H,11bH-pyrido[2,1-a]isoquinolin-2-ol